FC([C@H](CN1N=CC(=C1)I)O)(F)F (2S)-1,1,1-trifluoro-3-(4-iodopyrazol-1-yl)propan-2-ol